Cl.C12CNCC(CC1)N2C=2C=C1C(N(C(C1=CC2)=O)C2ONOCC2)=O 5-(3,8-diazabicyclo[3.2.1]oct-8-yl)-2-(2,6-dioxapiperidin-3-yl)isoindole-1,3-dione hydrochloride